cyclopentyl(diphenyl)phosphane C1(CCCC1)P(C1=CC=CC=C1)C1=CC=CC=C1